Ethyl cis-2-{4-[(2r,4r)-4-fluoro-2-(hydroxymethyl) pyrrolidin-1-yl] piperidin-1-yl}-6-azaspiro[3.4]octane-6-carboxylate F[C@@H]1C[C@@H](N(C1)C1CCN(CC1)C1CC2(C1)CN(CC2)C(=O)OCC)CO